Ethyl-2-[[3-[[(E,2S)-7-(dimethylamino)-2-(dimethylcarbamoyloxy)-7-oxo-hept-5-enoyl]amino]-2-oxo-1-pyridyl]methyl]-5-fluoro-benzimidazol-1-carboxylat C(C)OC(=O)N1C(=NC2=C1C=CC(=C2)F)CN2C(C(=CC=C2)NC([C@H](CC\C=C\C(=O)N(C)C)OC(N(C)C)=O)=O)=O